C(=C)OP([O-])N vinylphosphoramidite